FC=1C=C2N(CCN(C2=CC1)C(C(C)N1[C@@H](CCC1)C)=O)C1=CC=C(C=C1)F 1-(6-fluoro-4-(4-fluorophenyl)-3,4-dihydroquinoxalin-1(2H)-yl)-2-((R)-2-methylpyrrolidin-1-yl)propan-1-one